FC=1C(=C2C(=CC(=CC2=CC1)NC(OC(C)(C)C)=O)C1=C(C=2N=C(N=CC2C(=N1)N1[C@H](CC1)C)S(=O)C)F)C#C[Si](C(C)C)(C(C)C)C(C)C tert-butyl (6-fluoro-4-(8-fluoro-5-((S)-2-methylazetidin-1-yl)-2-(methylsulfinyl)pyrido[4,3-d]pyrimidin-7-yl)-5-((triisopropylsilyl)ethynyl)naphthalen-2-yl)carbamate